C[N+](C)(C)CCO.C[N+](C)(C)CCO.[SH-].[SH-].S=[Mo]=S Bis-Choline Tetrathiomolybdate